ClC=1C(=C(C=CC1)C1C(NC(C1C1=C(C=C(C=C1)Cl)F)CC(C)(C)C)C(=O)O)F 3-(3-chloro-2-fluorophenyl)-4-(4-chloro-2-fluorophenyl)-5-neopentylpyrrolidine-2-carboxylic acid